OCCOC1CCC(C1O)O 5-(2-hydroxyethoxy)cyclopentane-1,2-diol